FC(C(=O)O)(F)F.CN1C2=NC(=NC(=C2N=C1)N1CCC(CC1)C(F)(F)F)CN (9-methyl-6-(4-(trifluoromethyl)piperidin-1-yl)-9H-purin-2-yl)methanamine 2,2,2-trifluoroacetate